N-(2-((R)-4-Cyanothiazolidin-3-yl)-2-oxoethyl)-6-((R)-2-(fluoromethyl)-morpholino)quinoline-4-carboxamide C(#N)[C@H]1N(CSC1)C(CNC(=O)C1=CC=NC2=CC=C(C=C12)N1C[C@@H](OCC1)CF)=O